C1OCCN2C1CN(CC2)C2=C(C=C(C(=C2)F)C=2C=NC(=NC2)N2CCOCC2)NC(=O)C2=CNC(C=C2C(F)(F)F)=O N-[2-(3,4,6,7,9,9a-hexahydro-1H-pyrazino[2,1-c][1,4]oxazin-8-yl)-4-fluoro-5-(2-morpholin-4-ylpyrimidin-5-yl)phenyl]-6-oxo-4-(trifluoromethyl)-1H-pyridine-3-carboxamide